C(C)C1(C(NC2=C(C=C(C=C12)F)NCC)=O)N1C[C@@H]([C@H](CC1)F)NC=1C=CC(=NC1)C#N 5-[[(3S,4S)-1-[3-ethyl-7-(ethylamino)-5-fluoro-2-oxo-indolin-3-yl]-4-fluoro-3-piperidyl]-amino]pyridine-2-carbonitrile